N-[4-(2-chloroacetyl)phenyl]-N2,N6-di-Boc-L-lysine amide ClCC(=O)C1=CC=C(C=C1)NC([C@@H](NC(=O)OC(C)(C)C)CCCCNC(=O)OC(C)(C)C)=O